ClC=1C=C(C=NC1)C=1C=C(C=CC1)[C@H](C)NC1=NC(=NC=C1)C N-{(1S)-1-[3-(5-chloropyridin-3-yl)phenyl]ethyl}-2-methylpyrimidin-4-amine